4-vinyl-2-(2-fluoro-4-methylphenyl)-5-(1H-pyrrolo[2,3-b]pyridin-4-yl)-1-{[2-(trimethylsilyl)ethoxy]methyl}-1H-pyrrole-3-carboxamide C(=C)C=1C(=C(N(C1C1=C2C(=NC=C1)NC=C2)COCC[Si](C)(C)C)C2=C(C=C(C=C2)C)F)C(=O)N